ClC1=CC(=C(COC2=NC=3CN(CCC3C=C2)CCC2=NC=3C(=NC(=CC3)C(=O)OC)N2C[C@H]2OCC2)C=C1)F methyl (S)-2-(2-(2-((4-chloro-2-fluorobenzyl) oxy)-5,8-dihydro-1,7-naphthyridin-7(6H)-yl) ethyl)-3-(oxetan-2-ylmethyl)-3H-imidazo[4,5-b]pyridine-5-carboxylate